4-Chloro-N-(2,3-dihydro-1H-inden-2-yl)-6-(o-tolylamino)pyridineamide ClC1=CC(=NC(=C1)NC1=C(C=CC=C1)C)C(=O)NC1CC2=CC=CC=C2C1